NC1=NC=NN2C1=CC=C2[C@]2([C@@H]([C@@H]([C@H](O2)CN[C@@H](CC2=CC=CC=C2)C(=O)O)OC(CC2CCCCC2)=O)O)C#N.CC2(CCC1=CC=C(C=C21)C(C)(C)C)C 1,1-dimethyl-6-tertiary butyl-indane ((2R,3S,4R,5R)-5-(4-aminopyrrolo[2,1-f][1,2,4]triazin-7-yl)-5-cyano-3-(2-cyclohexylacetoxy)-4-hydroxytetrahydrofuran-2-yl)methyl-L-phenylalaninate